tert-butyl-4-[3-chloro-6-(4,4,5,5-tetramethyl-1,3,2-dioxaborolan-2-yl)-2-quinolyl]piperazine C(C)(C)(C)N1CCN(CC1)C1=NC2=CC=C(C=C2C=C1Cl)B1OC(C(O1)(C)C)(C)C